4-((adamantan-1-yl)amino)-N-(4-(2,6-dioxopiperidin-3-yl)phenyl)butanamide C12(CC3CC(CC(C1)C3)C2)NCCCC(=O)NC2=CC=C(C=C2)C2C(NC(CC2)=O)=O